3-(5-(trifluoromethyl)pyrimidin-2-yl)-3,6-diazabicyclo[3.1.1]heptane-6-carboxylic acid tert-butyl ester C(C)(C)(C)OC(=O)N1C2CN(CC1C2)C2=NC=C(C=N2)C(F)(F)F